1-(4-(3-((6-Phenoxypyridin-3-yl)amino)-1,4,5,6,8-pentazaacenaphthylen-5(1H)-yl)piperidin-1-yl)prop-2-en-1-one O(C1=CC=CC=C1)C1=CC=C(C=N1)NC=1C2=CNC=3N=CN=C(N(N1)C1CCN(CC1)C(C=C)=O)C32